1-(4-(3-((6-(trifluoromethyl)pyridin-2-yl)oxy)benzyl)piperazine-1-carbonyl)-1H-pyrazole-3-carboxylic acid FC(C1=CC=CC(=N1)OC=1C=C(CN2CCN(CC2)C(=O)N2N=C(C=C2)C(=O)O)C=CC1)(F)F